C(=C)(C)C1=NN2C(=NNC(C2=C1)=O)C(C)C 2-isopropenyl-7-isopropyl-5H-pyrazolo[1,5-d][1,2,4]triazin-4-one